5-chloro-2-methyl-1H-benzo[d]imidazole ClC1=CC2=C(NC(=N2)C)C=C1